6-(5-methyl-3-pyridinyl)-3-morpholino-pyrazine-2-carboxylic acid methyl ester COC(=O)C1=NC(=CN=C1N1CCOCC1)C=1C=NC=C(C1)C